9-(4-chloropyridin-2-yl)-1-(difluoromethoxy)-6-methyl-7,10-dihydro-7,10-methanopyrido[4,3-c]azocin-5(6H)-one ClC1=CC(=NC=C1)C=1C2C3=C(C(N(C(C1)C2)C)=O)C=CN=C3OC(F)F